C(C)(=O)OC(C)CCC=C(CCC=C(C)C)C 6,10-dimethylundec-5,9-dien-2-ol acetate